COC(=O)C=1C=CC(N(C1)C=1C=NC(=CC1)Cl)=O.ClC1=CC=C(C=N1)N1C(C=CC(=C1)C(=O)O)=O 6'-Chloro-2-oxo-2H-[1,3'-bipyridine]-5-carboxylic acid Methyl-6'-chloro-2-oxo-2H-[1,3'-bipyridine]-5-carboxylate